C(C)(=O)O[C@H]1[C@@H](O[C@@H]([C@H]([C@@H]1OC(C)=O)OC(C)=O)COC(C)=O)N1N=NC(=C1)C1=NC2=CC=CC=C2C=C1 1-(2',3',4',6'-Tetra-O-acetyl-β-D-glucopyranosyl)-4-(quinolin-2-yl)-1,2,3-triazole